tert-butyl 1'-(1-benzyl-3,3-difluoro-1,2,3,6-tetrahydropyridin-4-yl)-[4,4'-bipiperidine]-1-carboxylate C(C1=CC=CC=C1)N1CC(C(=CC1)N1CCC(CC1)C1CCN(CC1)C(=O)OC(C)(C)C)(F)F